C(C)C1=C(C(N)N)C(=CC=C1)CC 2,6-diethyl-toluenediamine